(2R,4S)-N-((S)-1-(((6-amino-2-methylpyridin-3-yl)methyl)amino)-1-oxopropan-2-yl)-4-(3,5-dimethoxybenzyl)pyrrolidine-2-carboxamide di-trifluoroacetate FC(C(=O)O)(F)F.FC(C(=O)O)(F)F.NC1=CC=C(C(=N1)C)CNC([C@H](C)NC(=O)[C@@H]1NC[C@H](C1)CC1=CC(=CC(=C1)OC)OC)=O